1,4-dimethylpyridin-2-one CN1C(C=C(C=C1)C)=O